C1(CC1)CN1C[C@@H](C=C2C3=C4C(C[C@@H]12)=CNC4=CC=C3)C(=O)N(CC)CC (6aR,9R)-7-(cyclopropylmethyl)-N,N-diethyl-4,6,6a,7,8,9-hexahydroindolo[4,3-fg]quinoline-9-carboxamide